ClC=1C=C2C=NC(=NC2=CC1[C@@H]1[C@H](CN(CC1)[C@]1([C@H](COC1)O)C)F)NC=1C=NN(C1Cl)[C@@H]1C(C1)(F)F (S)-(3R,4R)-(3R,4R)-4-(4-(6-chloro-2-((5-chloro-1-(2,2-difluorocyclopropyl)-1H-pyrazol-4-yl)amino)quinazolin-7-yl)-3-fluoropiperidin-1-yl)-4-methyltetrahydrofuran-3-ol